bis-(methyl-cyclopentadienyl)di-m-tolyl-titanium CC1(C=CC=C1)[Ti](C=1C=C(C=CC1)C)(C=1C=C(C=CC1)C)C1(C=CC=C1)C